C1CCCC2=C(C=CC=C12)NC1=CN=C2C(=N1)NN=C2N N6-tetrahydronaphthalen-5-yl-1H-pyrazolo[3,4-b]pyrazine-3,6-diamine